ClC1=C(C=C2C(=N1)C=C(N2COCC[Si](C)(C)C)CN2C(C1=CC(=CC=C1[C@@]21C(N([C@H](C1)C)C)=O)F)=O)F |o1:27,30| rel-(1S,5'S)-2-((5-chloro-6-fluoro-1-((2-(trimethylsilyl)ethoxy)methyl)-1H-pyrrolo[3,2-b]pyridin-2-yl)methyl)-5-fluoro-1',5'-dimethylspiro[isoindoline-1,3'-pyrrolidine]-2',3-dione